4-(methylthio)phenylmethane CSC1=CC=C(C=C1)C